tert-Butyl (1R,3S-5R)-3-(((E)-2-fluoro-3-phenylbut-2-en-1-yl)carbamoyl)-2-azabicyclo[3.1.0]hexane-2-carboxylate F\C(\CNC(=O)[C@H]1N([C@@H]2C[C@@H]2C1)C(=O)OC(C)(C)C)=C(/C)\C1=CC=CC=C1